N1(CCCC1)CC=1C=C(CN2C(NC3=C(C2)N=CN=C3)=O)C=CC1 3-[3-(pyrrolidin-1-ylmethyl)benzyl]-1,4-dihydropyrimido[5,4-d]Pyrimidin-2-one